4-nitro-1,6,7,8-tetrahydro-as-indacen-3(2H)-one [N+](=O)([O-])C1=C2C(CCC2=C2CCCC2=C1)=O